C=C Ethylene